C(=O)(O)CNCC=1N=NN(C1)CCCOC=1C(=C(C=CC1)C1=C(C(=CC=C1)COC1=CC(=C(CNCC(=O)O)C=C1Cl)OCC=1C=NC=C(C1)C#N)C)C (4-((3'-(3-(4-(((carboxymethyl)amino)methyl)-1H-1,2,3-triazol-1-yl)propoxy)-2,2'-Dimethyl-[1,1'-biphenyl]-3-yl)methoxy)-5-chloro-2-((5-cyanopyridin-3-yl)methoxy)benzyl)glycine